2-[1-methyl-1-[5-(4,4,5,5-tetramethyl-1,3,2-dioxaborolan-2-yl)-2-pyridyl]ethyl]isoindoline-1,3-dione CC(C)(C1=NC=C(C=C1)B1OC(C(O1)(C)C)(C)C)N1C(C2=CC=CC=C2C1=O)=O